CC(C)N(C(C)C)P(OCCC#N)Cl 3'-[(2-cyanoethyl)-(N,N-diisopropyl)]-phosphoramidite